O[C@@H]1C[C@@H](CC1)NC1=NN=C(C2=CC=CC=C12)C1=C(C=C(C=C1)C(F)(F)F)O |o1:1,3| rel-2-(4-(((1R,3S)-3-hydroxycyclopentyl)amino)phthalazin-1-yl)-5-(trifluoromethyl)phenol